(3S)-3-((2S)-2-(((2-(3-chlorophenyl)-2,2-difluoro-1-phenyl-ethoxy)carbonyl)amino)hexanamido)-2-oxo-4-((S)-2-oxopyrrolidin-3-yl)butanoic acid ClC=1C=C(C=CC1)C(C(OC(=O)N[C@H](C(=O)N[C@H](C(C(=O)O)=O)C[C@H]1C(NCC1)=O)CCCC)C1=CC=CC=C1)(F)F